C(C)(C)(C)C=1C(=C(C(O)=CC1)O)C(C)(C)C di-tertbutyl-catechol